C(C1=CC=CC=C1)OC1=CC(=NC2=CC=NC(=C12)Cl)C1=C(C=C(C=C1C)C(C)(C)C)OC1=C(C=C(C=C1)F)OC 4-benzyloxy-2-[4-tert-butyl-2-(4-fluoro-2-methoxy-phenoxy)-6-methyl-phenyl]-5-chloro-1,6-naphthyridine